COC1=CC=C(C=N1)C1=NOC(=N1)N1CCC(CC1)C(=O)O 1-(3-(6-Methoxypyridin-3-yl)-1,2,4-oxadiazol-5-yl)piperidine-4-carboxylic acid